CN(C1=CC=C(C=C1)S(=O)(=O)N1CCCN(CCCN(CC(C1)=C)S(=O)(=O)C1=CC=C(C)C=C1)C(=O)OCCC)C propyl 5-((4-(dimethylamino) phenyl) sulfonyl)-7-methylene-9-tosyl-1,5,9-triazacyclododecane-1-carboxylate